5-(benzo[d]thiazol-5-yl)-2,5-diazaspiro[3.4]octane S1C=NC2=C1C=CC(=C2)N2C1(CNC1)CCC2